NC(CNC(=O)C1N(CCN(C1)C1=NC(=NC(=N1)NC(CCO)C1=C(C=CC=C1)Cl)NC)C(CCl)=O)=O N-(2-amino-2-oxoethyl)-1-(2-chloroacetyl)-4-(4-((1-(2-chlorophenyl)-3-hydroxypropyl)amino)-6-(methylamino)-1,3,5-triazin-2-yl)piperazine-2-carboxamide